butyl-4,6-dimethyl-[2,2'-bipyridine]-5-carboxylic acid C(CCC)C=1C(=NC(=C(C1C)C(=O)O)C)C1=NC=CC=C1